7a,27-dihydroxy-4-cholesten-3-one O[C@H]1[C@H]2[C@@H]3CC[C@H]([C@@H](CCCC(C)CO)C)[C@]3(CC[C@@H]2[C@]2(CCC(C=C2C1)=O)C)C